5-(3-(4-((1r,3r)-3-((4-((1,5-naphthyridin-2-yl)amino)pyridin-2-yl)oxy)cyclobutoxy)piperidin-1-yl)propoxy)-2-(2,6-dioxopiperidin-3-yl)isoindoline-1,3-dione N1=C(C=CC2=NC=CC=C12)NC1=CC(=NC=C1)OC1CC(C1)OC1CCN(CC1)CCCOC=1C=C2C(N(C(C2=CC1)=O)C1C(NC(CC1)=O)=O)=O